dimethyl (1S,2r)-1-cyano-3,3-dimethyl-cyclopropane-1,2-dicarboxylate C(#N)[C@@]1([C@@H](C1(C)C)C(=O)OC)C(=O)OC